tert-butyl (4-bromobutyl)(methyl)carbamate BrCCCCN(C(OC(C)(C)C)=O)C